(S)-4-(5-fluoro-4-((R)-1-fluoroethyl)pyridin-3-yl)-2-(fluoromethyl)-5-oxo-1,4,5,7-tetrahydrofurano[3,4-b]pyridine-3-carboxylic acid methyl ester COC(=O)C=1[C@H](C2=C(NC1CF)COC2=O)C=2C=NC=C(C2[C@@H](C)F)F